3-(8-((1s,4s)-4-(4-(4-(3-amino-6-(3-fluoro-2-hydroxyphenyl)pyridazin-4-yl)-1H-pyrazol-1-yl)piperidin-1-yl)cyclohexyl)-2,3-dihydro-4H-benzo[b][1,4]oxazin-4-yl)piperidine-2,6-dione NC=1N=NC(=CC1C=1C=NN(C1)C1CCN(CC1)C1CCC(CC1)C1=CC=CC2=C1OCCN2C2C(NC(CC2)=O)=O)C2=C(C(=CC=C2)F)O